bis(1,2,4-triisopropylcyclopentadienyl)strontium C(C)(C)C1(C(=CC(=C1)C(C)C)C(C)C)[Sr]C1(C(=CC(=C1)C(C)C)C(C)C)C(C)C